(2R,4S)-1,4-dicyano-N-[2-[(4,4-difluorocyclohexyl)amino]-1-(5-fluoro-3-pyridyl)-2-oxo-ethyl]-N-[4-(pentafluoro-λ6-sulfanyl)phenyl]pyrrolidine-2-carboxamide C(#N)N1[C@H](C[C@@H](C1)C#N)C(=O)N(C1=CC=C(C=C1)S(F)(F)(F)(F)F)C(C(=O)NC1CCC(CC1)(F)F)C=1C=NC=C(C1)F